3-[(tert-butoxycarbonyl)amino]-1,5,9-trioxaspiro[5.5]undecane-3-carboxylic acid C(C)(C)(C)OC(=O)NC1(COC2(OC1)CCOCC2)C(=O)O